C1(CC1)CN1CC=2N(CC1)N=C(C2)C(=O)OCC ethyl 5-(cyclopropylmethyl)-4,5,6,7-tetrahydropyrazolo[1,5-a]pyrazine-2-carboxylate